bis[4-(9H-carbazol-9-yl)phenyl]diphenylsilane C1=CC=CC=2C3=CC=CC=C3N(C12)C1=CC=C(C=C1)[Si](C1=CC=CC=C1)(C1=CC=CC=C1)C1=CC=C(C=C1)N1C2=CC=CC=C2C=2C=CC=CC12